Cl.Cl.CC1C2(N(C3=NC=C(C=C3C1)C1=NC=CC=N1)C)CNCC2 Dimethyl-6'-(pyrimidin-2-yl)-3',4'-dihydro-1'H-spiro[pyrrolidine-3,2'-[1,8]naphthyridine] dihydrochloride